4-bromo-2-fluoro-6-((4-methoxybenzyl)oxy)aniline BrC1=CC(=C(N)C(=C1)OCC1=CC=C(C=C1)OC)F